N-((4'-(Dimethylamino)-[1,1'-biphenyl]-4-yl)methyl)-N-(3-(pyridin-3-yl)phenyl)cyclohexanecarboxamide CN(C1=CC=C(C=C1)C1=CC=C(C=C1)CN(C(=O)C1CCCCC1)C1=CC(=CC=C1)C=1C=NC=CC1)C